N1C=NC(=C1)CC=1OC(=NN1)C=1C=C2C(=C(NC2=CC1)C1=CC(=NC=C1)C)C(C)C 2-((1H-imidazol-4-yl)methyl)-5-(3-isopropyl-2-(2-methylpyridin-4-yl)-1H-indol-5-yl)-1,3,4-oxadiazole